C(C=C)(=O)N1C[C@H](C[C@@H]1COC)N1N=C(C(=C1NC)C(=O)N)C#CC1=CC2=C(C=NO2)C=C1 1-((3s,5r)-1-propenoyl-5-(methoxymethyl)pyrrolidin-3-yl)-3-(benzo[d]isoxazol-6-ylethynyl)-5-(methylamino)-1H-pyrazole-4-carboxamide